C[C@]1(O)[C@H](OCC2=CC=C(C=C2)OC)[C@@H](OCC2=CC=CC=C2)[C@@H](OCC2=CC=CC=C2)[C@H](O1)C(O)C(CCC(=O)C)=O Methyl-2-O-p-methoxybenzyl-3,4-di-O-benzyl-6-levulinyl-β-D-galactopyranose